(3S)-3-{2-[(dimethylamino)methyl]-1H-indol-3-yl}-5-hydroxy-6-methyl-2,3-dihydro-1H-isoindol-1-one CN(C)CC=1NC2=CC=CC=C2C1[C@H]1NC(C2=CC(=C(C=C12)O)C)=O